C1=CC=C(C=C1)C(=O)C=CC2=CC=CC=C2C3=CC=CC=C3C=CC(=O)C4=CC=CC=C4 bichalcone